C1(CC1)C=1N=NN(C1)[C@H](C(=O)N1[C@@H](C[C@H](C1)O)C(=O)NCCCN1C(C2=CC=CC=C2C=C1)=O)C(C)(C)C (2S,4r)-1-[(2S)-2-(4-cyclopropyltriazol-1-yl)-3,3-dimethyl-butyryl]-4-hydroxy-N-[3-(1-oxo-2-isoquinolinyl)propyl]pyrrolidine-2-carboxamide